BrC1=NC2=CC=CC=C2C(=C1I)NCC1=CC=C(C=C1)OC bromo-3-iodo-N-[(4-methoxyphenyl)methyl]quinolin-4-amine